N-ethyl-(2-hydroxypropyl)acrylamide C(C)NC(C(=C)CC(C)O)=O